methyl-(3H)-thymidine C[C@@]1(C[C@H](O)[C@@H](CO)O1)N1C(=O)NC(=O)C(C)=C1